COC1=CC=C2C=3C=CN=C(C3N(C2=C1)CCC=O)C 3-(7-Methoxy-1-methyl-β-carbolin-9-yl)propanal